C(C)(C)(C)OC(NC1(CC1)C=O)=O N-(1-formylcyclopropyl)-carbamic acid tert-butyl ester